(2R)-2-(dimethylamino)-N-[7-fluoro-2-[[2-[2-oxo-3-(3-oxo-4H-pyrazino[2,3-b][1,4]oxazin-6-yl)oxazolidin-5-yl]ethylamino]methyl]indan-5-yl]propanamide CN([C@@H](C(=O)NC=1C=C2CC(CC2=C(C1)F)CNCCC1CN(C(O1)=O)C1=NC2=C(OCC(N2)=O)N=C1)C)C